6-amino-7-(4-phenoxyphenyl)-9-(piperidin-4-yl)-7,9-dihydro-8H-purin-8-one NC1=C2N(C(N(C2=NC=N1)C1CCNCC1)=O)C1=CC=C(C=C1)OC1=CC=CC=C1